tert-butyl (2S,5S)-4-(bis(4-fluorophenyl)methyl)-5-(ethoxymethyl)-2-methylpiperazine-1-carboxylate FC1=CC=C(C=C1)C(N1C[C@@H](N(C[C@H]1COCC)C(=O)OC(C)(C)C)C)C1=CC=C(C=C1)F